NC=1N=CC(=NC1OC=1C=NN(C1)C1CCN(CC1)C)C=1C=C(C=C(C1)N1CCCCC1)S(=O)(=O)NC 3-(5-amino-6-((1-(1-methylpiperidin-4-yl)-1H-pyrazol-4-yl)oxy)pyrazin-2-yl)-N-methyl-5-(piperidin-1-yl)benzenesulfonamide